2-((4-((R)-2-(4-chloro-2-fluorophenyl)-2H-chromen-8-yl)piperidin-1-yl)methyl)-3-(((S)-oxetan-2-yl)methyl)-1H-benzo[d]imidazole-6-carboxylic acid ClC1=CC(=C(C=C1)[C@@H]1OC2=C(C=CC=C2C=C1)C1CCN(CC1)CC1N(C2=C(N1)C=C(C=C2)C(=O)O)C[C@H]2OCC2)F